[O-]CCCC.[O-]CCCC.[O-]CCCC.[Sb+3] antimony tributoxide